C(CCN)CC(CCCN)CN The molecule is a primary amine comprising an octane skeleton with amino substituents at carbon positions 1 and 8; and an aminomethyl substituent at position 5.